1-methyl-5-(trifluoromethyl)-1H-pyrazole-3-carboxamide CN1N=C(C=C1C(F)(F)F)C(=O)N